N-(5-tert-butylpyrazin-2-yl)-5-[2-methyl-4-[[(2R)-1-methylazetidin-2-yl]methoxy]pyrazol-3-yl]pyrazolo[1,5-a]pyridin-2-amine C(C)(C)(C)C=1N=CC(=NC1)NC1=NN2C(C=C(C=C2)C=2N(N=CC2OC[C@@H]2N(CC2)C)C)=C1